(R)-5-((4-methoxy-5-(quinolin-6-yl)pyrrolo[2,1-f][1,2,4]triazin-2-yl)amino)-1-methylpiperidin-2-one COC1=NC(=NN2C1=C(C=C2)C=2C=C1C=CC=NC1=CC2)N[C@@H]2CCC(N(C2)C)=O